rac-(7S)-7-tert-butyl-N-[rac-(1R)-3-(4-hydroxy-1-piperidyl)-1-[4-(1,2,4-thiadiazol-5-yl)phenyl]propyl]-5,6,7,8-tetrahydrothiazolo[5,4-b]quinoline-2-carboxamide C(C)(C)(C)[C@@H]1CC=2C=C3C(=NC2CC1)SC(=N3)C(=O)N[C@H](CCN3CCC(CC3)O)C3=CC=C(C=C3)C3=NC=NS3 |r|